FC=1C=CC=C2CN(C(C12)=O)C[C@@H]1N(C[C@H](NC1)C)CC(=O)N1CC(C2=C1C=C(C=1N2N=CN1)CC1=CC=C(C=C1)F)(C)C 7-fluoro-2-(((2R,5R)-1-(2-(4-(4-fluorobenzyl)-8,8-dimethyl-7,8-dihydro-6H-pyrrolo[2,3-e][1,2,4]triazolo[1,5-a]pyridin-6-yl)-2-oxoethyl)-5-methylpiperazin-2-yl)methyl)isoindolin-1-one